C(CCC)OC1=CC=C(C=C1)S(=O)(=O)C1=NC2=CC=C(C=C2C(=C1)C1CN(CCC1(O)C1=CC=CC=C1)C1CCNCC1)SC 3-((4-butoxyphenyl)sulfonyl-6-(methylthio)quinolin-4-yl)-4-phenyl-[1,4'-bipiperidin]-4-ol